2-((3-aminophenyl)thio)-N-(3-(trifluoromethyl)phenyl)acetamide NC=1C=C(C=CC1)SCC(=O)NC1=CC(=CC=C1)C(F)(F)F